C1(CC1)NC(=O)C=1C=C(C(=C(C1)C1=NC=C(C(=O)NCC2CCC2)C=C1)C)F 6-(5-cyclopropylcarbamoyl-3-fluoro-2-methyl-phenyl)-N-cyclobutylmethyl-nicotinamide